2-(4-((((1H-imidazol-5-yl)methyl)amino)methyl)phenoxy)ethan-1-ol N1C=NC=C1CNCC1=CC=C(OCCO)C=C1